F[P-](F)(F)(F)(F)F.C(C)N1CN(C=C1)C N'-ethyl-N-methylimidazole hexafluorophosphate